3-(4-methylphenyl)-1-(prop-2-en-1-yl)-1H-pyrrolo[3,2-b]pyridine-2-carboxylic acid CC1=CC=C(C=C1)C1=C(N(C=2C1=NC=CC2)CC=C)C(=O)O